2',4,6'-trifluoro-6-methoxy-[1,1'-biphenyl]-3-carbaldehyde FC1=C(C(=CC=C1)F)C1=CC(=C(C=C1OC)F)C=O